C(C)(C)(C)OC(=O)NC1=[N+](NC=C1)CC1CN(C1)C(=O)OC(C)(C)C (S)-3-((tert-butoxycarbonyl)amino)-2-((1-(tert-butoxycarbonyl)azetidin-3-yl)methyl)-1H-pyrazol-2-ium